CCCCCCCCC(CCCCCCCC)OC(CCCCCCCN(CCCCCCCC(=O)OCCCCCCCCF)CCO)=O 8-fluorooctyl 8-((8-(heptadecan-9-yloxy)-8-oxooctyl)(2-hydroxyethyl)amino)octanoate